Cl.CN(C)CC=1C=C(C(=O)O)C=CC1F 3-((dimethylamino)methyl)-4-fluorobenzoic acid hydrochloride